2-(methylthio)-9-(tetrahydro-2H-pyran-4-yl)-7-(2,2,2-trifluoroethyl)-7,9-dihydro-8H-purin-8-one CSC1=NC=C2N(C(N(C2=N1)C1CCOCC1)=O)CC(F)(F)F